The molecule is a trisaccharide consisting of beta-D-galactopyranose, beta-D-glucopyranose and D-glucopyranose joined in sequence by (1->4) and (1->3) glycosidic bonds. It derives from a laminarabiose and a beta-lactose. C([C@@H]1[C@@H]([C@@H]([C@H]([C@@H](O1)O[C@@H]2[C@H](O[C@H]([C@@H]([C@H]2O)O)O[C@H]3[C@@H]([C@H](OC([C@@H]3O)O)CO)O)CO)O)O)O)O